2-(3-chloro-2-(4-formyl-3-methoxyphenyl)pyridin-4-yl)-6-(5-formyl-6-methoxypyridin-2-yl)benzonitrile ClC=1C(=NC=CC1C1=C(C#N)C(=CC=C1)C1=NC(=C(C=C1)C=O)OC)C1=CC(=C(C=C1)C=O)OC